2-chloro-1-((5-cyanopyridin-2-yl)methyl)-1H-benzo[d]imidazole-4-carbonitrile ClC1=NC2=C(N1CC1=NC=C(C=C1)C#N)C=CC=C2C#N